ClC=1C=C(C(=NC1F)N)F 5-chloro-3,6-difluoro-pyridin-2-amine